4-hydroxy-4'-acetylbiphenyl OC1=CC=C(C=C1)C1=CC=C(C=C1)C(C)=O